C(C=C)(=O)OCCCC(F)(F)F 4,4,4-trifluorobutyl acrylate